C(C)(=O)OC1=C2C(=CNC2=C(C=C1)C)CCNC 4-acetoxy-7-methyl-3-(N-methylaminoethyl)indole